ClC=1C=C2C=NN(C2=C(C1)C1=CC(=NC=N1)O)C 6-(5-chloro-1-methyl-1H-indazol-7-yl)pyrimidin-4-ol